BrC=1C(=C(OCCCC[C@@H]2CN(CCC2)CC(=O)OCC)C=CC1)C ethyl 2-[(3S)-3-[4-(3-bromo-2-methyl-phenoxy)butyl]-1-piperidyl]acetate